C(C)OC(COC1=NOC(=C1)C(C(=O)N1[C@@H](C[C@H](C1)O)C(=O)N[C@@H](C)C1=CC=C(C=C1)C=1N(N=CC1)C)C(C)C)OCC (2S,4R)-1-[2-[3-(2,2-diethoxyethoxy)isoxazol-5-yl]-3-methyl-butanoyl]-4-hydroxy-N-[(1S)-1-[4-(2-methylpyrazol-3-yl)phenyl]ethyl]pyrrolidine-2-carboxamide